C(C)(C)C1=CC=C(C=C1)[N+]#[C-] 4-ISOPROPYL-PHENYLISOCYANIDE